CS(=O)(=O)C1=CC=C(CNC(=O)C=2C(N(C(=C(C2)C=2OC(=NN2)C(C)C)C)C2=CC(=CC=C2)C(F)(F)F)=O)C=C1 5-(5-isopropyl-[1,3,4]oxadiazol-2-yl)-6-methyl-2-oxo-1-(3-trifluoromethylphenyl)-1,2-dihydro-pyridine-3-carboxylic acid 4-methanesulfonyl-benzylamide